NC=1C=C2C(=CC(N(C2=CC1)C)=O)N[C@H](CO)C1CC1 (S)-6-amino-4-((1-cyclopropyl-2-hydroxyethyl)amino)-1-methylquinolin-2(1H)-one